N-(1,3-Benzodioxol-4-ylmethyl)-1-[2-(3,3-dimethyl-1-piperidinyl)-4-pyridinyl]methylamine O1COC2=C1C=CC=C2CNCC2=CC(=NC=C2)N2CC(CCC2)(C)C